C(C)OC(=O)C=1C(OC2=CC=C(C=C2C1)C1=CC=C(C=C1)N(C1=CC=CC=C1)C1=CC=CC=C1)=O 6-[4-(diphenyl-amino)phenyl]coumarin-3-carboxylic acid ethyl ester